NC1=NC(N(C=C1Br)[C@@H]1O[C@@]([C@H](C1)O)(CO)CC)=O 4-amino-5-bromo-1-((2R,4S,5R)-5-ethyl-4-hydroxy-5-(hydroxymethyl)tetrahydrofuran-2-yl)pyrimidin-2(1H)-one